5-(3-Chlorophenyl)-3-hydroxy-pyridine-2-carboxylic acid carbamoylmethyl-amide C(N)(=O)CNC(=O)C1=NC=C(C=C1O)C1=CC(=CC=C1)Cl